(2-fluoro-4-(6-morpholinopyrazolo[1,5-a]pyrazin-4-yl)phenyl)methanamine dihydrochloride Cl.Cl.FC1=C(C=CC(=C1)C=1C=2N(C=C(N1)N1CCOCC1)N=CC2)CN